C(C1=CC=CC=C1)OC(=O)C=1C=NC(=CC1C1=CC(=NC=C1OC)C(F)F)Cl 6-Chloro-2'-difluoromethyl-5'-methoxy-4,4'-bipyridine-3-carboxylic acid benzyl ester